3-azabicyclo[2.2.1]heptane-3-carboxylate C12CN(C(CC1)C2)C(=O)[O-]